N1(CCCCC1)C1=CC=C(C=C1)NS(=O)(=O)C1=CC=C(C=C1)NC(=O)NCC=1C=NC=CC1 1-(4-{[4-(piperidin-1-yl)phenyl]sulfamoyl}phenyl)-3-(pyridin-3-ylmethyl)urea